2-(4-(6-oxo-3,4,5,6-tetrahydro-1H-azepino[5,4,3-cd]indol-2-yl)phenyl)-3H-imidazo[4,5-b]pyridine-7-carboxylic acid O=C1NCCC2=C(NC=3C=CC=C1C23)C2=CC=C(C=C2)C2=NC=3C(=NC=CC3C(=O)O)N2